ClC1=NC(=NC=C1C#N)NC1=CC(=C(C=C1)N=S(=O)(C)C)F 4-chloro-2-[4-[[dimethyl(oxo)-lambda6-sulfanylidene]amino]-3-fluoro-anilino]pyrimidine-5-carbonitrile